C(C)(C)(C)OC(=O)N[C@@H](C(=O)O)CC1=CC=C(C=C1)O (2R)-2-(tert-butoxycarbonylamino)-3-(4-hydroxyphenyl)propanoic acid